CC=1N=C(SC1C(=O)OCCCCNC(C)=O)NC(CCNC(C1=CC(=CC=C1)C1=NOC(=N1)C)=O)=O 4-acetamidobutyl 4-methyl-2-(3-(3-(5-methyl-1,2,4-oxadiazol-3-yl)benzamido)propanamido)thiazole-5-carboxylate